(4-cyclopropyl-6-methoxypyrimidin-5-yl)-5-(4-(1-methyl-4-(trifluoromethyl)-1H-imidazol-2-yl)benzyl)-[1,2,4]triazolo[1,5-a]pyridine C1(CC1)C1=NC=NC(=C1C1=NN2C(C=CC=C2CC2=CC=C(C=C2)C=2N(C=C(N2)C(F)(F)F)C)=N1)OC